N1C=C(C2=CC=CC=C12)CCNC(NC=1C=CC=C2CCC(OC12)C(=O)NO)=O 8-(3-(2-(1H-indol-3-yl)ethyl)ureido)-N-hydroxychromane-2-carboxamide